CC=1C(=C(C=C(C1)C)O)C1=NC2=NC(=CC=C2C=C1)C1CN(CCC1)CCC(F)(F)F 3,5-dimethyl-2-[7-[1-(3,3,3-trifluoropropyl)-3-piperidyl]-1,8-naphthyridin-2-yl]phenol